1-(7-fluoroheptyl)nonyl 8-[(2-hydroxyethyl){5-[1-(6-methylheptyl) nonyloxycarbonyl]pentyl}amino]octanoate OCCN(CCCCCCCC(=O)OC(CCCCCCCC)CCCCCCCF)CCCCCC(=O)OC(CCCCCCCC)CCCCCC(C)C